ClCC=1SC(=NN1)C1=CC(=CC=C1)Br 2-(chloromethyl)-5-(3-bromophenyl)-1,3,4-thiadiazole